ethyl 2,4-dichloroquinazoline-7-carboxylate ClC1=NC2=CC(=CC=C2C(=N1)Cl)C(=O)OCC